4-[4-[5-[(1R)-1-(5-fluoro-2-pyridyl)ethoxy]-3-methyl-imidazo[1,2-a]pyridin-7-yl]-5-methyl-triazol-1-yl]piperidine-1-carbonitrile FC=1C=CC(=NC1)[C@@H](C)OC1=CC(=CC=2N1C(=CN2)C)C=2N=NN(C2C)C2CCN(CC2)C#N